FC1=C(C=CC=C1C)C(C)(C)NC(C[C@@H]1N(CCC1)C)=O (R)-N-(2-(2-fluoro-3-methyl-phenyl)propan-2-yl)-2-(1-methylpyrrolidin-2-yl)acetamide